ClC1=NC=CC(=N1)CO (2-Chloropyrimidin-4-yl)methanol